[N+](=O)([O-])C=1C=NN(C1)C1CCN(CC1)C(=O)OC(C)(C)C tert-butyl 4-(4-nitropyrazol-1-yl)piperidine-1-carboxylate